2,2,6-trimethyltetrahydrofuro[2,3-d][1,3]dioxol-6-ol CC1(OC2C(O1)OCC2(O)C)C